10-(Hydroxymethyl)-3,3-dimethyl-7-(trifluoromethyl)-2,3,4a,9,9a,10-hexahydro-1H-indeno[1,2-c]pyrazolo[1,2-a]pyrazol-1-one OCC1C2C(N3N1C(CC3(C)C)=O)C=3C=CC(=CC3C2)C(F)(F)F